C1(CC1)CNC(C1=CC=C(C=C1)C1=NC=CC2=C1C=CN2)=O N-(cyclopropyl-methyl)-4-(1H-pyrrolo[3,2-c]pyridin-4-yl)benzamide